3-(cyclopropylmethyl)-7-((3-fluoro-1-(2-hydroxy-3-methoxypropyl)piperidin-4-yl)amino)benzo[b]thiophen C1(CC1)CC=1C2=C(SC1)C(=CC=C2)NC2C(CN(CC2)CC(COC)O)F